N-(5-((6-((R)-3-(3-chloro-2-fluorophenyl)-isoxazolidine-2-yl)pyrimidine-4-yl)amino)-2-(4-((2R,5R)-4-cyclopropyl-2,5-dimethylpiperazine-1-yl)piperidine-1-yl)-4-methoxyphenyl)acrylamide ClC=1C(=C(C=CC1)[C@@H]1N(OCC1)C1=CC(=NC=N1)NC=1C(=CC(=C(C1)NC(C=C)=O)N1CCC(CC1)N1[C@@H](CN([C@@H](C1)C)C1CC1)C)OC)F